(3R,4S)-3-({8-carbamoyl-6-[4-(2-hydroxy-2-methylpropyloxy)phenyl]pyrido[3,2-d]pyrimidin-4-yl}amino)-4-fluoropiperidine-1-carboxylic acid tert-butyl ester C(C)(C)(C)OC(=O)N1C[C@H]([C@H](CC1)F)NC=1C2=C(N=CN1)C(=CC(=N2)C2=CC=C(C=C2)OCC(C)(C)O)C(N)=O